ethyl 3-bromo-4-methylbenzo[b]thiophene-2-carboxylate BrC=1C2=C(SC1C(=O)OCC)C=CC=C2C